{3-Bromo-5-[3-(2,6-difluorophenyl)-5-fluoropyridin-2-yl]-4,5-dihydro-1,2-oxazol-5-yl}methanol Sodium hydrogen carbonate C(O)([O-])=O.[Na+].BrC1=NOC(C1)(C1=NC=C(C=C1C1=C(C=CC=C1F)F)F)CO